(1,3-dimethyl-butyl) tetradecyl ether C(CCCCCCCCCCCCC)OC(CC(C)C)C